tert-butyl 6-(3-hydroxyphenyl)-3-methyl-3,4-dihydropyridine-1(2H)-carboxylate OC=1C=C(C=CC1)C1=CCC(CN1C(=O)OC(C)(C)C)C